C(C)(C)N(C(CO)=O)CCC1=C2C(=NC=3C=C4C(=CC13)OCO4)C4=CC1=C(C(N4C2)=O)COC(C1(O)CC)=O N-isopropyl-N-(2-(7-ethyl-7-hydroxy-8,11-dioxo-7,8,11,13-tetrahydro-10H-[1,3]dioxolano[4,5-g]pyrano[3',4':6,7]indolizino[1,2-b]quinolin-14-yl)ethyl)-2-hydroxyacetamide